FC1=C2CN(C(C2=CC=C1N([C@@H]1[C@H](CCCC1)NC)C)=O)C1C(NC(CC1)=O)=O 3-(4-fluoro-5-(methyl((1S,2S)-2-(methylamino)cyclohexyl)amino)-1-oxoisoindolin-2-yl)piperidine-2,6-dione